COC1=C(C=CC=C1)C1=NN=C(S1)N 5-(2-methoxyphenyl)-1,3,4-thiadiazol-2-amine